C(C)(C)(C)OC(NCC1=CC(=CC=C1)B1OC(C(O1)(C)C)(C)C)=O 3-(4,4,5,5-tetramethyl-1,3,2-dioxaborolan-2-yl)benzyl-carbamic acid tert-butyl ester